(2R)-1-((3-(2,6-dioxopiperidin-3-yl)-1-methyl-1H-indazol-6-yl)amino)-1-oxopropan O=C1NC(CCC1C1=NN(C2=CC(=CC=C12)NC(CC)=O)C)=O